(1R,3S,5R)-tert-Butyl 3-((6-bromo-3-(methoxymethyl)pyridin-2-yl)carbamoyl)-5-((1,3-dioxoisoindolin-2-yl)methyl)-2-azabicyclo[3.1.0]hexane-2-carboxylate BrC1=CC=C(C(=N1)NC(=O)[C@H]1N([C@@H]2C[C@@]2(C1)CN1C(C2=CC=CC=C2C1=O)=O)C(=O)OC(C)(C)C)COC